[4-methoxy-2-[[(1S)-1-methyl-2-[(1S,2S)-1-methyl-2-[2-(trifluoromethyl)phenyl]propoxy]-2-oxo-ethyl]carbamoyl]-3-pyridyl]2-methylpropanoate COC1=C(C(=NC=C1)C(N[C@H](C(=O)O[C@H]([C@@H](C)C1=C(C=CC=C1)C(F)(F)F)C)C)=O)OC(C(C)C)=O